BrC1=CC(=CC(=N1)\C(\C)=N\[S@@](=O)C(C)(C)C)C (S,E)-N-(1-(6-Bromo-4-methylpyridin-2-yl)ethylidene)-2-methylpropane-2-sulfinamide